F[C@@H]1CNCC[C@H]1C(=O)N1OCC[C@H]1C=1C=C(C=NC1)C#N 5-[(3S)-2-[(3S,4S)-3-fluoropiperidine-4-carbonyl]isoxazolidin-3-yl]pyridine-3-carbonitrile